BrC1=CC(=C(C=C1)[C@H]1N([C@@H](CC2=C3C(=CC=C12)N(N=C3)C3OCCCC3)C)CC3(CC3)F)OC (6S,8R)-6-(4-bromo-2-methoxyphenyl)-7-((1-fluorocyclopropyl)methyl)-8-methyl-3-(tetrahydro-2H-pyran-2-yl)-6,7,8,9-tetrahydro-3H-pyrazolo[4,3-f]isoquinoline